C(C)OC([C@@H](N[Se]C1=C(C=CC=C1)N(C1=CC=CC=C1)S(=O)(=O)C1=CC=CC=C1)CS)=O ((2-(phenylsulfonylanilino)phenyl)seleno)-L-cysteine ethyl ester